Cl.COC1CC(C1)NC 3-methoxy-N-methylcyclobutan-1-amine hydrochloride